tert-butyl 4-benzyl-6-methoxy-1,2,3,4-tetrahydroquinoxaline-1-carboxylate C(C1=CC=CC=C1)N1CCN(C2=CC=C(C=C12)OC)C(=O)OC(C)(C)C